C(=O)(O)C(OC=1C=C(OCCN(C(CC=2C=C(C=CC2)SC(C(=O)O)C2CNCC2)=O)CC2=CC(=CC=C2)SC(C2CNCC2)C(=O)O)C=CC1)C1CNCC1 2-((3-(2-((2-(3-(carboxy(pyrrolidin-3-yl)methoxy)phenoxy)ethyl)(3-((carboxy(pyrrolidin-3-yl)methyl)thio)benzyl)amino)-2-oxoethyl)phenyl)thio)-2-(pyrrolidin-3-yl)acetic acid